C(#N)C1=C(OC2=CC=C3N=CC(=NC3=C2)OCC2CCN(CC2)C(=O)OC(CC)(C)C)C(=CC=C1NS(N(C)CC)(=O)=O)F methyl-tert-butyl 4-[[7-[2-cyano-3-[[ethyl(methyl)sulfamoyl]amino]-6-fluoro-phenoxy]quinoxalin-2-yl]oxymethyl]piperidine-1-carboxylate